N-(1H-indol-6-yl)-4-(4-methoxy-2-oxo-2,3-dihydro-1H-1,3-benzodiazol-1-yl)cyclohexane-1-carboxamide N1C=CC2=CC=C(C=C12)NC(=O)C1CCC(CC1)N1C(NC2=C1C=CC=C2OC)=O